FC1=C(OCC2=NC=CC(=N2)OC2CCN(CC2)CC2=NC3=C(N2C[C@H]2OCC2)C=C(C=C3)C(=O)O)C=CC(=C1)F 2-{[4-({2-[(2,4-difluorophenoxy)methyl]pyrimidin-4-yl}oxy)piperidin-1-yl]methyl}-1-{[(2S)-oxetan-2-yl]methyl}-1H-1,3-benzodiazole-6-carboxylic acid